N1=C(C=CC=C1)CCC1=C(C(=O)N)C=CC=C1 2-pyridylethylbenzamide